1-(6-chloro-1-methoxy-2,7-naphthyridin-4-yl)-2-methoxyethan-1-ol ClC=1C=C2C(=CN=C(C2=CN1)OC)C(COC)O